(R)-8-(5-(3-chlorophenyl)thiazol-2-yl)-9-oxooctahydro-2H-pyrazino[1,2-a]pyrazine-2-carbonitrile ClC=1C=C(C=CC1)C1=CN=C(S1)N1C([C@@H]2N(CCN(C2)C#N)CC1)=O